C(C)(=O)N1CCN(CC1)C1=NC2=C(N1C(=O)NCCCC(F)(F)F)C=CC=C2 (4-Acetylpiperazin-1-yl)-N-(4,4,4-trifluorobutyl)-1H-benzo[d]imidazole-1-carboxamide